Aza-norleucine NN(CCCC)C(=O)O